C(#N)C1=CC=C(C=C1)NC1=NC=C(C(=N1)NC1=C(C(=CC=C1)C1=NN(C=N1)C)OC)C(=O)NC([2H])([2H])[2H] ((4-cyanophenyl)amino)-4-((2-methoxy-3-(1-methyl-1H-1,2,4-triazol-3-yl)phenyl)amino)-N-(methyl-d3)pyrimidine-5-carboxamide